(3-chloro-2-fluoro-6-methoxyphenyl)-6-methylnicotinic acid ClC=1C(=C(C(=CC1)OC)C1=C(C(=O)O)C=CC(=N1)C)F